4-oxaazepaneid O1NC[CH-]CCC1